N-[(3S)-3-Aminopyrrolidin-1-yl]sulfonyl-6-(3-ethoxyphenyl)-2-[(4S)-2,2,4-trimethylpyrrolidin-1-yl]pyridin-3-carboxamid N[C@@H]1CN(CC1)S(=O)(=O)NC(=O)C=1C(=NC(=CC1)C1=CC(=CC=C1)OCC)N1C(C[C@@H](C1)C)(C)C